C1(CC1)C(=O)N1CC=2NC(=NC2C1)C1=NNC2=CC(=CC=C12)C1=C(C=C(C(=C1)F)O)CC Cyclopropyl(2-(6-(2-ethyl-5-fluoro-4-hydroxyphenyl)-1H-indazol-3-yl)pyrrolo[3,4-d]imidazol-5(1H,4H,6H)-yl)ketone